(2R)-1-{3-[(1R)-1-{[6-(dimethylphosphoryl)-2-methylpyrido[3,4-d]pyrimidin-4-yl]amino}ethyl]-2-fluorophenyl}-1,1-difluoro-3-methylbutan-2-ol CP(=O)(C)C1=CC2=C(N=C(N=C2N[C@H](C)C=2C(=C(C=CC2)C([C@@H](C(C)C)O)(F)F)F)C)C=N1